iodobenzenebutyric acid IC1=C(C=CC=C1)CCCC(=O)O